α-pinen C12C(=CCC(C1(C)C)C2)C